2-(3-(trifluoromethyl)phenyl)malonic acid FC(C=1C=C(C=CC1)C(C(=O)O)C(=O)O)(F)F